N-[(1S)-2-[4-(3,5-dimethyl-1H-pyrazol-4-yl)anilino]-1-(4-methylcyclohexyl)-2-oxo-ethyl]-2-(2-methylsulfanylethyl)pyrazole-3-carboxamide CC1=NNC(=C1C1=CC=C(NC([C@H](C2CCC(CC2)C)NC(=O)C=2N(N=CC2)CCSC)=O)C=C1)C